N-{(S)-1-benzyl-oxy-3-[((R)-tert-butylsulfinyl)imino]propan-2-yl}carbamic acid benzyl ester C(C1=CC=CC=C1)OC(N[C@H](COCC1=CC=CC=C1)C=N[S@](=O)C(C)(C)C)=O